CN([C@@H](CC1=CC(=C(C(=O)N)C=C1)F)CNC(C[C@@H](C1(CC1)C(F)(F)F)C=1OC(=CC1)C)=O)C 4-((S)-2-(dimethylamino)-3-((S)-3-(5-methylfuran-2-yl)-3-(1-(trifluoromethyl)cyclopropyl)propanamido)propyl)-2-fluorobenzamide